FC=1C=C(C=NC1)C=1C=C(C=CC1C)NC(=O)N1C2CC(CC1C2)CO trans-N-(3-(5-fluoropyridin-3-yl)-4-methylphenyl)-3-(hydroxymethyl)-6-azabicyclo[3.1.1]heptane-6-carboxamide